O=C1NC(CCC1N1C(N(C2=C1C=CC(=C2)CCCOCCN(C(=O)CCCNC(OC(C)(C)C)=O)C)C)=O)=O tert-butyl N-[3-[(2-[3-[1-(2,6-dioxopiperidin-3-yl)-3-methyl-2-oxo-2,3-dihydro-1H-1,3-benzodiazol-5-yl]propoxy]ethyl)(meth-yl)carbamoyl] propyl]carbamate